3-chloro-N-methyl-N-[(1S)-1-[2-(1-methyl-6-oxo-pyridazin-3-yl)-1,2,4-triazol-3-yl]ethyl]-5-(trifluoromethyl)benzamide ClC=1C=C(C(=O)N([C@@H](C)C=2N(N=CN2)C2=NN(C(C=C2)=O)C)C)C=C(C1)C(F)(F)F